NC=1C=CC(=C(C1)B(O)O)NC(=O)OC(C)(C)C (5-amino-2-((tert-butoxycarbonyl)amino)phenyl)boronic acid